octadecyltripropoxysilane C(CCCCCCCCCCCCCCCCC)[Si](OCCC)(OCCC)OCCC